(4-carboxyl-pyridine-2,6-diyl)dipyridineamide C(=O)(O)C1=CC(=NC(=C1)C=1C(=NC=CC1)C(=O)N)C=1C(=NC=CC1)C(=O)N